Pyrrolecarboxaldehyde N1C(=CC=C1)C=O